2-chloro-8-oxo-7,8-dihydro-1,6-naphthyridine-6(5H)-carboxylic acid tert-butyl ester C(C)(C)(C)OC(=O)N1CC=2C=CC(=NC2C(C1)=O)Cl